din-butyl itaconate C(C(=C)CC(=O)OCCCC)(=O)OCCCC